C(C)(C)(C)C1=CC=2N(C3=CC(=CC=C3C2C=C1)C(C)(C)C)C1=C(C2=CC=CC=C2C=C1)C1=CC=CC2=CC=CC=C12 2'-(2,7-di-tert-butyl-9H-carbazol-9-yl)-[1,1'-binaphthyl]